ClC=1C(=NC(=NC1)NC1CCOCC1)C1=CC=C2CN(C(C2=C1)=O)[C@@H](C(=O)N[C@H](CO)C1=CC=CC=C1)C (2R)-2-(6-{5-chloro-2-[(oxacyclohex-4-yl)amino]pyrimidin-4-yl}-1-oxo-2,3-dihydro-1H-isoindol-2-yl)-N-[(1S)-2-hydroxy-1-phenylethyl]propionamide